5-(2-{[(tert-butoxy)carbonyl]Amino}pyridin-4-yl)-4-(4-fluorophenyl)-1H-imidazole C(C)(C)(C)OC(=O)NC1=NC=CC(=C1)C1=C(N=CN1)C1=CC=C(C=C1)F